C1(=CC=CC=C1)N1[C@H](CC(C1)(F)F)C=1N=C(SC1)N (R)-4-(1-phenyl-4,4-difluoropyrrolidin-2-yl)thiazol-2-amine